(5-chloro-1-isopropyl-1H-pyrrolo[3,2-b]pyridin-7-yl)methanol ClC1=CC(=C2C(=N1)C=CN2C(C)C)CO